4-[1-(4-Aminophenyl)-1-methylethyl]aniline NC1=CC=C(C=C1)C(C)(C)C1=CC=C(N)C=C1